(S)-3-(2-hydroxyethyl)piperazine-1-carboxylic acid tert-butyl ester C(C)(C)(C)OC(=O)N1C[C@@H](NCC1)CCO